The molecule is a monocarboxylic acid that is propionic acid in which one of the hydrogens at position 2 is substituted by a 4-[(2-hydroxycyclopentyl)methyl]phenyl group (the 2S,1'R,2'S-stereoisomer. The active metabolite of loxoprofen. It has a role as a non-steroidal anti-inflammatory drug, a non-narcotic analgesic, an EC 1.14.99.1 (prostaglandin-endoperoxide synthase) inhibitor, an antipyretic, a xenobiotic metabolite, a human metabolite and a drug metabolite. It is a monocarboxylic acid and a member of cyclopentanols. It derives from a propionic acid and a loxoprofen. C[C@@H](C1=CC=C(C=C1)C[C@H]2CCC[C@@H]2O)C(=O)O